C1(=CC=CC2=CC=CC=C12)C1=C(C=CC(=C1)NC1=CC=CC=C1)C1=CC=C(C=C1)NC1=CC=CC=C1 (1-naphthalenyl)-N,N'-bis-phenyl-(1,1-biphenyl)-4,4'-diamine